C[Si](O[Si](C)(C)C)(O[Si](C)(C)C)C1=C(C(=C(C(=C(C(=O)O)OC)OC)C=C1)OC)CCC(C)C methyl-bis(trimethylsiloxy)silyl-isopentyl-trimethoxycinnamic acid